2-amino-4-methoxybenzaldehyde NC1=C(C=O)C=CC(=C1)OC